racemic-4-chloro-5-(2-methyl-5-oxo-4-[[2-(trifluoromethoxy)phenyl]methyl]piperazin-1-yl)-2-(oxan-2-yl)-2,3-dihydropyridazin-3-one ClC=1C(N(N=CC1N1C(CN(C(C1)=O)CC1=C(C=CC=C1)OC(F)(F)F)C)C1OCCCC1)=O